(2s,5'r)-7-chloro-4-(difluoromethoxy)-3'-methoxy-5'-methyl-6-(5-methyl-1,3,4-oxadiazol-2-yl)spiro[benzofuran-2,4'-cyclohex-2-ene]-1',3-dione ClC1=C(C=C(C=2C([C@]3(C(=CC(C[C@H]3C)=O)OC)OC21)=O)OC(F)F)C=2OC(=NN2)C